FC1=C(C(=CC=C1)O)B(O)O 2-fluoro-6-hydroxyphenyl-boronic acid